C(C)(C)(C)OC(C(C)C=1C=C2CC(CC2=CC1)(C(=O)OCC)C(=O)OCC)=O Diethyl 5-(1-(tert-butoxy)-1-oxopropan-2-yl)-1,3-dihydro-2H-indene-2,2-dicarboxylate